C[C@@H]1N[C@@H](C[C@]2(C1)OC[C@H](C1=CC(=CC=C12)C(F)(F)F)O)C=1N=NN(C1)C (1S,2'S,4S,6'S)-2'-methyl-6'-(1-methyl-1H-1,2,3-triazol-4-yl)-6-(trifluoromethyl)spiro[isochroman-1,4'-piperidin]-4-ol